C(C)(C)(C)C1=CC(=NC=C1)C1=NC=CC(=C1)C(C)(C)C 4,4'-ditertiary butyl-2,2'-bipyridine